NC(C(=O)O)C1CCC2=CC=C(C=C12)Br 2-amino-2-(6-bromo-2,3-dihydro-1H-inden-1-yl)acetic acid